OC1(CN(CCC1)C(=O)OC(C)(C)C)CNS(=O)(=O)C TERT-BUTYL 3-HYDROXY-3-(METHYLSULFONAMIDOMETHYL)PIPERIDINE-1-CARBOXYLATE